(S)-(1-(2-(6-bromo-1-(cyclopropylmethyl)-1H-indol-2-yl)-1-methyl-5-oxo-1,5,7,8-tetrahydro-6H-imidazo[4,5-g]isoquinolin-6-yl)-3-fluoropropane-2-yl)carbamic acid tert-butyl ester C(C)(C)(C)OC(N[C@@H](CN1C(C=2C=C3C(=CC2CC1)N(C(=N3)C=3N(C1=CC(=CC=C1C3)Br)CC3CC3)C)=O)CF)=O